5-amino-1-benzoyl-1H-imidazole-4-carboxamide NC1=C(N=CN1C(C1=CC=CC=C1)=O)C(=O)N